3-[5-[(2-aminopyrimidin-4-yl)amino]-1-oxo-isoindolin-2-yl]piperidine-2,6-dione NC1=NC=CC(=N1)NC=1C=C2CN(C(C2=CC1)=O)C1C(NC(CC1)=O)=O